2-[4-[[(2'S,4R)-2-ethyl-2'-methyl-spiro[6,7-dihydrothieno[3,2-c]pyran-4,4'-piperidin]-1'-yl]methyl]pyrazol-1-yl]-N-methyl-ethanesulfonamide C(C)C1=CC2=C(CCO[C@]23C[C@@H](N(CC3)CC=3C=NN(C3)CCS(=O)(=O)NC)C)S1